N1C[C@H](CC1)CNC1=NC=C(C(=N1)C1=CC=C(C#N)C=C1)C1=CC=C(C=C1)C(F)(F)F 4-(2-{[(3S)-pyrrolidin-3-ylmethyl]amino}-5-[4-(trifluoromethyl)phenyl]pyrimidin-4-yl)benzonitrile